The molecule is a steroid sulfate oxoanion which is a dianion obtained by the deprotonation of both the sulfate groups of clathsterol disulfonic acid. It is a conjugate base of a clathsterol disulfonic acid. CCCC(=O)OC([C@@H](C)[C@H]1[C@H]([C@@H]([C@@H]2[C@@]1(CC[C@H]3[C@H]2CCC4[C@@]3(C[C@@H]([C@H](C4)OS(=O)(=O)[O-])OS(=O)(=O)[O-])C)C)OC(=O)C)O)C(C(CC)C(C)C)OC(=O)CCC